[(2S)-4-methylpentan-2-yl]oxyl-N-(pyridin-2-yl)benzamide CC(C[C@H](C)OC1=C(C(=O)NC2=NC=CC=C2)C=CC=C1)C